C12(C(CC(C=C1)C2)C(=O)O)C(=O)O endo-cis-bicyclo[2.2.1]hept-5-ene-dicarboxylic acid